[Si](C)(C)(C(C)(C)C)OC[C@@H](C1=NC=CC(=C1)[N+](=O)[O-])N(C(OC(C)(C)C)=O)C |r| rac-tert-butyl N-[2-[tert-butyl(dimethyl)silyl]oxy-1-(4-nitro-2-pyridyl)ethyl]-N-methyl-carbamate